NC1CCN(CC1)C1=C(C(=C(C(=N1)S[C@H](C(=O)N)C1=CC=CC=C1)C#N)CC)C#N (S)-2-((6-(4-aminopiperidin-1-yl)-3,5-dicyano-4-ethylpyridin-2-yl)thio)-2-phenylacetamide